C(CCCCCCC\C=C/CCCCCCCC)C(N(C(=O)O)CCCCCCCC\C=C/CCCCCCCC)CCNCCCCNCCCN dioleyl-carboxyspermine